methyl-1,3-dioxan-2-one CC1OC(OCC1)=O